C(=O)O.C1(CC1)C1=C(C=CC(=C1)C(F)(F)F)CC1CCNCC1 4-[[2-Cyclopropyl-4-(trifluoromethyl)phenyl]methyl]piperidine formic acid salt